NC1=NC=C(C=2C1=CN(N2)C2OCCCC2)NC(=O)C(=O)N(CC(C)C)CC2=C(C=CC=C2)F N-(4-amino-2-tetrahydropyran-2-yl-pyrazolo[4,3-c]pyridin-7-yl)-N'-[(2-fluorophenyl)methyl]-N'-isobutyl-oxamide